CCCCCCCCOC1=CC=CC=C1 8-octylphenylEther